O1C(=NC2=C1C=CC=C2)C2=CC=C(C=C2)N(C2=CC=C(C=C2)C2=CC1=C(N=C(O1)C1=CC=CC=C1)C=C2)C2=CC=C(C=C2)C=2OC1=C(N2)C=CC=C1 N,N-bis(4-benzooxazole-2-yl-phenyl)-N-{4-(2-phenyl-benzooxazole-6-yl)-phenyl}-amine